[N-](S(=O)(=O)C(F)(F)F)S(=O)(=O)C(F)(F)F.C(CCCCC)N1C(=[N+](C=C1)C)C 1-hexyl-2,3-dimethylimidazolium bis(trifluoromethylsulfonyl)imide salt